BrC=1C=NC=C(C(=O)NC[C@H]([C@H](C2=CC=CC=C2)F)O[Si](CC)(CC)CC)C1 5-bromo-N-((2r,3s)-3-fluoro-3-phenyl-2-((triethylsilyl)oxy)propyl)-nicotinamide